lauryl-(dodecane) C(CCCCCCCCCCC)CCCCCCCCCCCC